tert-Butyl 4-[4-[3-[2,6-difluoro-3-(propylsulfonylamino)benzoyl]-1H-pyrrolo[2,3-b]pyridin-5-yl]piperazin-1-yl]butanoate FC1=C(C(=O)C2=CNC3=NC=C(C=C32)N3CCN(CC3)CCCC(=O)OC(C)(C)C)C(=CC=C1NS(=O)(=O)CCC)F